CN(C=1C=NN2C1N=C(C=C2)N2CCCC2)C N,N-Dimethyl-5-(pyrrolidin-1-yl)pyrazolo[1,5-a]pyrimidin-3-amine